N1(C2C(CC1)CCC2)CC(=O)NC=2C=C(C(=NC2)C)NC(=O)C=2C=C1C(=NC2)NC(=C1)C=1C=NN(C1)C N-(5-(2-(hexahydrocyclopenta[b]pyrrol-1(2H)-yl)acetamido)-2-methylpyridin-3-yl)-2-(1-methyl-1H-pyrazol-4-yl)-1H-pyrrolo[2,3-b]pyridine-5-carboxamide